perfluorooctylammonium F[N+](C(C(C(C(C(C(C(C(F)(F)F)(F)F)(F)F)(F)F)(F)F)(F)F)(F)F)(F)F)(F)F